CO[Si](C(CC(C(C(C(C(C(F)(F)F)(F)F)(F)F)(F)F)(F)F)(F)F)I)(OC)OC trimethoxy(3,3,4,4,5,5,6,6,7,7,8,8,8-tridecafluoro-1-iodooctyl)silane